4-cyclopropyl-2-((4-fluoro-2-methylphenyl)-amino)-N-(6-methoxy-2-methylpyridin-3-yl)benzamide C1(CC1)C1=CC(=C(C(=O)NC=2C(=NC(=CC2)OC)C)C=C1)NC1=C(C=C(C=C1)F)C